C(C)(C)(C)OC(=O)P(=O)N1CC2=C(C[C@H]1C(=O)OC)N=CN2 methyl (6S)-5-tert-Butoxycarbonylphosphinyl-4,5,6,7-tetrahydro-3H-imidazo[4,5-c]pyridine-6-carboxylate